6-methoxy-5-(1-methyl-1H-pyrazol-3-yl)pyridin-2-amine COC1=C(C=CC(=N1)N)C1=NN(C=C1)C